C(C(=C)C)(=O)OCCC[Si](OC)(OC)CC 3-(ethyldimethoxysilyl)propyl methacrylate